Pyrido[4,3-d]pyrimidin-4-ol N1=CN=C(C2=C1C=CN=C2)O